FC=1C=C(C=C(C1)OC(F)(F)F)C1=CC(=C(C=C1)F)NS(=O)(=O)C1=CC(=CC=C1)C(F)(F)F N-(3',4-difluoro-5'-(trifluoromethoxy)-[1,1'-biphenyl]-3-yl)-3-(trifluoromethyl)benzenesulfonamide